C1(CC1)CSC=1C=C2CN(C(C2=CC1)=O)C(=O)OC(C)(C)C tert-Butyl 5-((cyclopropylmethyl)thio)-1-oxoisoindoline-2-carboxylate